C(C)OC(\C=C(\CO[Si](C)(C)C(C)(C)C)/[Sn](CCCC)(CCCC)CCCC)=O (Z)-4-(tert-butyl-dimethylsilyloxy)-3-(tributylstannyl)-2-butenoic acid ethyl ester